FC(C1=NN=C(O1)C1=CC(=C(CN2C(N(C=3C2=NC=CC3)C3CCN(CC3)C3COC3)=O)C=C1)F)F 3-(4-(5-(difluoromethyl)-1,3,4-oxadiazole-2-yl)-2-fluorobenzyl)-1-(1-(oxetan-3-yl)piperidine-4-yl)-1,3-dihydro-2H-imidazo[4,5-b]pyridine-2-one